P(=O)(O)(O)O.N1CCCC1 pyrrolidine dihydrogen phosphate